2-(4-(methoxymethyl)pyrimidin-2-yl)-2-methylpropanoic acid COCC1=NC(=NC=C1)C(C(=O)O)(C)C